5-[1-hydroxy-2-(4-methoxyphenylamino)ethyl]-1,3-oxazol-2(3H)-thione OC(CNC1=CC=C(C=C1)OC)C1=CNC(O1)=S